IC=1C=CC(=NC1)N1C=CC=2C1=CN=CC2 1-(5-iodopyridin-2-yl)-1H-pyrrolo[2,3-c]pyridine